5-(8-ethyl-2-fluoroquinazolin-6-yl)-6-methoxypyridin-2-amine C(C)C=1C=C(C=C2C=NC(=NC12)F)C=1C=CC(=NC1OC)N